tert-Butyl 4-(7-chloro-6-(4-chlorophenyl)quinazolin-4-yl)-2-(hydroxymethyl)piperazine-1-carboxylate ClC1=C(C=C2C(=NC=NC2=C1)N1CC(N(CC1)C(=O)OC(C)(C)C)CO)C1=CC=C(C=C1)Cl